1-(4-(3-(4-amino-1-methyl-7-(1H-pyrazol-3-yl)-1H-imidazo[4,5-d]thieno[3,2-b]pyridin-2-yl)propyl)piperazin-1-yl)ethanone NC1=C2C(=C3C(=N1)C=C(S3)C3=NNC=C3)N(C(=N2)CCCN2CCN(CC2)C(C)=O)C